2-((2-methoxyethoxy)methyl)-2-methyl-1,2,4,7-tetrahydro-3H-pyrrolo[3',2':5,6]pyrido[3,4-b]pyrazin-3-one COCCOCC1(NC2=C(NC1=O)C=NC1=C2C=CN1)C